5-(3-(azetidin-3-yl)prop-1-yn-1-yl)-2-(2,6-dioxopiperidin-3-yl)isoindole-1,3-dione N1CC(C1)CC#CC=1C=C2C(N(C(C2=CC1)=O)C1C(NC(CC1)=O)=O)=O